hydroxyhexyl-carboxamide OCCCCCCC(=O)N